4-Bromo-2-{[1,1-difluoroprop-2-yl]oxy}benzoyl chloride BrC1=CC(=C(C(=O)Cl)C=C1)OC(C(F)F)C